C12N[C@@H](C(CC1)CC2)C(=O)N2CCC(CCC2)C2=CC=1C(=CN=CC1)N2C=2C=C(C(=O)N(C(C)C)C)C=C(C2)F 3-({1-[(3S)-2-azabicyclo[2.2.2]octane-3-carbonyl]azepan-4-yl}-1H-pyrrolo[2,3-c]pyridin-1-yl)-5-fluoro-N-methyl-N-(propan-2-yl)benzamide